tert-butyl (R)-3-(4-(3H-[1,2,3]triazolo[4,5-b]pyridin-3-yl)-N-(4,8-dimethylisoquinolin-1-yl)-2-fluorobenzamido)-piperidine-1-carboxylate N1=NN(C2=NC=CC=C21)C2=CC(=C(C(=O)N(C1=NC=C(C3=CC=CC(=C13)C)C)[C@H]1CN(CCC1)C(=O)OC(C)(C)C)C=C2)F